C(C)(C)(CC)N=[Ta](N(C)C)(C)C tert-amyliminodimethyl-(dimethylamino)tantalum (V)